(R)-N-(2-(3-hydroxy-3-methylbutyl)-5-(3-hydroxypyrrolidin-1-yl)-1-methyl-1H-benzo[d]imidazol-6-yl)-6-(trifluoromethyl)pyridinecarboxamide Sodium 8,11-eicosadienoate C(CCCCCCC=CCC=CCCCCCCCC)(=O)[O-].[Na+].OC(CCC1=NC2=C(N1C)C=C(C(=C2)N2C[C@@H](CC2)O)NC(=O)C2=NC(=CC=C2)C(F)(F)F)(C)C